FC1=C(C(=CC(=C1)OC)F)C1C(C(NC1)=O)NC=1OC(=NN1)C1=CC=C(C=C1)C 4-(2,6-difluoro-4-methoxyphenyl)-3-{[5-(4-methylphenyl)-1,3,4-oxadiazol-2-yl]amino}pyrrolidin-2-one